ClC=1C=C(C=CC1F)C(C=1NC(=CN1)S(=O)(=O)NCC(C)O)C1=CC(=C(C=C1)F)Cl 2-(bis(3-chloro-4-fluorophenyl)methyl)-N-(2-hydroxypropyl)-1H-imidazole-5-sulfonamide